FC1=CN=CC2=CC=CC=C12 4-fluoroisoquinolin